C(C)(=O)N[C@@H](CS)C(=O)O N-Acetylcystein